(3-Methoxy-4-(2,2,2-trifluoro-1-methoxyethyl)pyridin-2-yl)methanamine COC=1C(=NC=CC1C(C(F)(F)F)OC)CN